COC1=CC(=CC2=C1OC(CO2)C=2C=NC(=CC2)OC)CN2C=NC=1C2=NC=C(C1)C#CC(C)(N)C 4-(3-((8-methoxy-2-(6-methoxypyridin-3-yl)-2,3-dihydrobenzo[b][1,4]dioxin-6-yl)methyl)-3H-imidazo[4,5-b]pyridin-6-yl)-2-methylbut-3-yn-2-amine